7-{1-[1-(3,4-Difluorophenyl)-1H-1,2,3-triazol-4-yl]propyl}-5-(5-fluoro-2-methoxypyridin-3-yl)-7H-pyrrolo[2,3-d]pyrimidin-4-amine FC=1C=C(C=CC1F)N1N=NC(=C1)C(CC)N1C=C(C2=C1N=CN=C2N)C=2C(=NC=C(C2)F)OC